(S)-5-amino-N-(7-cyano-5-fluoroisochroman-4-yl)-N-methyl-1-((2-(trimethylsilyl)ethoxy)methyl)-6,8-dihydro-1H-furo[3,4-d]pyrrolo[3,2-b]pyridine-2-carboxamide NC1=C2C(=C3C(=N1)C=C(N3COCC[Si](C)(C)C)C(=O)N(C)[C@@H]3COCC1=CC(=CC(=C31)F)C#N)COC2